2-(3,4-dicarboxycyclohexyl)succinic acid C(=O)(O)C1CC(CCC1C(=O)O)C(C(=O)O)CC(=O)O